(2,2'-bipyridine)-5,5'-dicarboxylic acid hydrazide N1=C(C=CC(=C1)C(=O)NN)C1=NC=C(C=C1)C(=O)O